dichloro-bis(1,2-dimethylpropylthio)silane Cl[Si](SC(C(C)C)C)(SC(C(C)C)C)Cl